1-(prop-1-en-2-yl)-5,6,7,8-tetrahydronaphthalene-2-carbonitrile C=C(C)C1=C(C=CC=2CCCCC12)C#N